methyl (S)-2-((2-(2,6-difluoro-4-(1H-imidazol-2-yl)phenyl)-7-methylimidazo[1,2-a]pyridin-3-yl)methyl)morpholine-4-carboxylate FC1=C(C(=CC(=C1)C=1NC=CN1)F)C=1N=C2N(C=CC(=C2)C)C1C[C@H]1CN(CCO1)C(=O)OC